C(C)(C)(C)OC(N[C@H](C(=O)NC1=C(C=C(C=C1)Cl)C(=O)C1CCCCC1)[C@H](CC)C)=O ((2S,3S)-1-((4-chloro-2-(cyclohexanecarbonyl)phenyl)amino)-3-methyl-1-oxopent-2-yl)carbamic acid tert-butyl ester